1-BROMO-4-FLUORO-5-IODO-2-PROPAN-2-YLOXYBENZENE BrC1=C(C=C(C(=C1)I)F)OC(C)C